CS(=O)(=O)[O-].[Pd+2].CS(=O)(=O)[O-] Palladium (II) Methansulfonate